4-((4-acetamidobutyl)amino)-2-methyl-N-(5-methylthiazol-2-yl)benzamide C(C)(=O)NCCCCNC1=CC(=C(C(=O)NC=2SC(=CN2)C)C=C1)C